3-chloro-5',6-dimethyl-2-oxo-4-((1S,2S)-2-(o-tolyl)cyclopropyl)-2H-[1,4'-bipyridin] ClC=1C(N(C(=CC1[C@@H]1[C@H](C1)C1=C(C=CC=C1)C)C)C1=CC=NC=C1C)=O